6-hydroxy-N-(tert-butoxycarbonyl)-tryptophan OC=1C=C2NC=C(C[C@H](NC(=O)OC(C)(C)C)C(=O)O)C2=CC1